3-(9-fluoro-2-(piperidine-1-carbonyl)-1,2,3,4-tetrahydro-[1,4]diazepino[6,7,1-hi]indol-7-yl-3,3,4,4-d4)-4-(imidazo[1,2-a]pyridin-3-yl)-1H-pyrrole FC=1C=C2C(=CN3C2=C(C1)CN(C(C3([2H])[2H])([2H])[2H])C(=O)N3CCCCC3)C3=CNC=C3C3=CN=C1N3C=CC=C1